C(C)(C)(C)OC(=O)N1C2C=CC1C(C2)=O tert-butyl-5-oxo-7-azabicyclo[2.2.1]hept-2-ene-7-carboxylate